OC1=CC=C2[C@H]([C@H](O[C@@H](C2=C1)C)C1=CC=CC=C1)C1=CC=C(C=C1)N1CCC(CC1)CN1CCN(CC1)C=1C=C2CN(C(C2=CC1)=O)[C@@H]1C(NC(CC1)=O)=O (S)-3-(5-(4-((1-(4-((1R,3S,4R)-7-hydroxy-1-methyl-3-phenylisochroman-4-yl)phenyl)piperidin-4-yl)methyl)piperazin-1-yl)-1-oxoisoindolin-2-yl)piperidine-2,6-dione